2-(2-((5-(azidomethyl)pyridin-3-yl)oxy)ethoxy)-7-bromoquinoxaline N(=[N+]=[N-])CC=1C=C(C=NC1)OCCOC1=NC2=CC(=CC=C2N=C1)Br